S(=O)(=O)(O)CCC#N beta-sulfopropionitrile